CN\\1C2=CC=CC=C2O/C1=C\\C=C\\C3=CC=[N+](C=C3)CCC[N+](C)(C)C The molecule is an unsymmetrical C3 cyanine dye having 1,3-benzoxazol-2-yl and pyridinium-4-yl substituents at each end. It has a role as a fluorochrome. It is a pyridinium ion, a benzoxazolium ion, a quaternary ammonium ion and a cyanine dye.